C1(CC1)N1C(CN(CC1)C1=NC(=NC=C1)C1=CN=C2N1C=C(C=C2)C(F)(F)F)C(=O)N 1-cyclopropyl-4-(2-(6-(trifluoromethyl)imidazo[1,2-a]pyridin-3-yl)pyrimidin-4-yl)piperazine-2-carboxamide